Tert-Butyl 3-(5-bromo-6-oxo-1,6-dihydropyridazin-4-yl)-3,6-diazabicyclo[3.1.1]heptane-6-carboxylate BrC1=C(C=NNC1=O)N1CC2N(C(C1)C2)C(=O)OC(C)(C)C